2-(4-fluorophenoxy)-4-(perfluoroethyl)-N-(3-sulfamoylphenyl)benzamide FC1=CC=C(OC2=C(C(=O)NC3=CC(=CC=C3)S(N)(=O)=O)C=CC(=C2)C(C(F)(F)F)(F)F)C=C1